2-(2-(benzofuran-2-yl)-5-ethyl-7-oxo-6-(piperazin-1-yl)-[1,2,4]triazolo[1,5-a]pyrimidin-4(7H)-yl)-N-(4-(pentafluoro-λ6-sulfaneyl)phenyl)acetamide O1C(=CC2=C1C=CC=C2)C2=NN1C(N(C(=C(C1=O)N1CCNCC1)CC)CC(=O)NC1=CC=C(C=C1)S(F)(F)(F)(F)F)=N2